FC(C1=NC(=NO1)C1=CC=C(C=C1)CN1N=C(C=C1)C(F)(F)F)(F)F 5-(trifluoromethyl)-3-[4-[[3-(trifluoromethyl)pyrazol-1-yl]methyl]phenyl]-1,2,4-oxadiazole